CN(C1=CC=C(C=N1)C1=CC=C(C(=O)O)C=C1)C 4-(6-(dimethylamino)pyridin-3-yl)benzoic acid